ClC1=C(C=CC=C1OC)C(=O)N1[C@H](C=2N(CC1)C(=NN2)C2=CC(=CC=C2)Cl)C (2-chloro-3-methoxy-phenyl)-[(8S)-3-(3-chlorophenyl)-8-methyl-6,8-dihydro-5H-[1,2,4]triazolo[4,3-a]pyrazin-7-yl]methanone